1-(3-{[4-bromo-3-(difluoromethyl)phenyl]amino}-1-(oxan-4-yl)-4H,6H,7H-pyrazolo[4,3-c]pyridin-5-yl)ethanone BrC1=C(C=C(C=C1)NC1=NN(C2=C1CN(CC2)C(C)=O)C2CCOCC2)C(F)F